titanium-antimony-tellurium [Te].[Sb].[Ti]